FC1=C(OCC2CN(C2)C(=O)OC(C)(C)C)C=CC(=C1)B1OC(C(O1)(C)C)(C)C Tert-Butyl 3-((2-fluoro-4-(4,4,5,5-tetramethyl-1,3,2-dioxaborolan-2-yl) phenoxy)methyl)azetidine-1-carboxylate